(2-(1,3-dioxolan-2-yl)ethyl)hydroxylamine O1C(OCC1)CCNO